isophthalic acid mono-lithium salt [Li+].C(C1=CC(C(=O)O)=CC=C1)(=O)[O-]